FC(OC1=NC=CC(=C1)CNC(=O)N[C@@H]1[C@@H]2[C@@H](C[C@H](C1)C2)O)F |r| 1-[[2-(difluoromethoxy)pyridin-4-yl]methyl]-3-[rac-(1R,2S,4S,6R)-6-hydroxy-2-bicyclo[2.2.1]heptanyl]urea